C(C1=CC=CC=C1)NC1=CC=C(C=N1)NC(OCC)=O Ethyl (6-(benzylamino)pyridin-3-yl)carbamate